ClC1=NC(=CC2=C1CNC2=O)N2[C@@H](CCC2)C (R)-4-chloro-6-(2-methylpyrrolidine-1-yl)-2,3-dihydro-1H-pyrrolo[3,4-c]pyridin-1-one